1,5-dimethyl-1,5-diazacyclooctane CN1CCCN(CCC1)C